6-chloro-4-((5-(2-cyclopropyl-2H-1,2,3-triazol-4-yl)-4-methoxypyridin-3-yl)amino)-N-(methyl-d3)pyridazine-3-carboxamide ClC1=CC(=C(N=N1)C(=O)NC([2H])([2H])[2H])NC=1C=NC=C(C1OC)C1=NN(N=C1)C1CC1